N1(CCCC1)C1=C(C(=O)O)C=CC=C1 2-(pyrrolidin-1-yl)benzoic acid